tert-Butyl 3-(((5-amino-2-(tert-butylamino)pyrimidin-4-yl)amino)methyl)pyrrolidine-1-carboxylate NC=1C(=NC(=NC1)NC(C)(C)C)NCC1CN(CC1)C(=O)OC(C)(C)C